3-(5-(((1s,4s)-5-benzhydryl-2,5-diazabicyclo[2.2.1]heptan-2-yl)methyl)-4-fluoro-1-oxoisoindolin-2-yl)piperidine-2,6-dione C(C1=CC=CC=C1)(C1=CC=CC=C1)N1[C@@H]2CN([C@H](C1)C2)CC=2C(=C1CN(C(C1=CC2)=O)C2C(NC(CC2)=O)=O)F